methyl 2-(6-(4-(3-(tert-butoxycarbonylamino)propylcarbamoyl)-1H-1,2,3-triazol-1-yl)quinoline-4-carboxamido)acetate C(C)(C)(C)OC(=O)NCCCNC(=O)C=1N=NN(C1)C=1C=C2C(=CC=NC2=CC1)C(=O)NCC(=O)OC